CC1=C(NC(=C1CCC(=O)O)CC2=C(C(=C(N2)/C=C/3\\C(=C(C(=O)N3)C)C=C)C)CCC(=O)O)/C=C/4\\C(=C(C(=O)N4)C=C)C The molecule is a member of the class of biladienes that is an analogue of bilirubin in which the double bonds at position 4 and 15 have E-geochemistry. It is a member of biladienes and a dicarboxylic acid. It is a conjugate acid of an (E,E)-bilirubin anion.